(2R,3R,4S,5R,6R)-2-(acetyloxymethyl)-6-bromotetrahydro-2H-pyran C(C)(=O)OC[C@@H]1O[C@@H](CCC1)Br